ClC1=CC(=C(C=2C=CC(=NC12)C12CCC(CC1)(CC2)C(=O)OC)C(=O)OC)OC methyl 8-chloro-6-methoxy-2-(4-(methoxycarbonyl)bicyclo[2.2.2]octan-1-yl)quinoline-5-carboxylate